C1(C=CCCC1)N1N=CC(=C1)C1=C2C(=NC=C1)NC=C2 4-(1-cyclohex-2-en-1-yl-1H-pyrazol-4-yl)-1H-pyrrolo[2,3-b]pyridine